(Pivaloyloxy)methyl (2S,5R,6R)-3,3-dimethyl-7-oxo-6-(2-phenylacetamido)-4-thia-1-azabicyclo[3.2.0]heptane-2-carboxylate CC1([C@@H](N2C([C@H]([C@H]2S1)NC(CC1=CC=CC=C1)=O)=O)C(=O)OCOC(C(C)(C)C)=O)C